FC=1C(=NC(=NC1C=1OC=CC1)C1=CNC2=NC=C(C=C21)F)NC2C(C1CCC2CC1)C(=O)O (+/-)-trans-3-((5-fluoro-2-(5-fluoro-1H-pyrrolo[2,3-b]pyridin-3-yl)-6-(furan-2-yl)pyrimidin-4-yl)amino)bicyclo[2.2.2]octane-2-carboxylic acid